OC[C@H]1N(CCOC1)C(=O)C=1C(=NC=CN1)CCC#N 3-[3-[(3R)-3-(hydroxymethyl)morpholine-4-carbonyl]pyrazin-2-yl]propionitrile